FC(C=CI)(C(C(C(C(C(F)(F)F)(F)F)(F)F)(F)F)(F)F)F 3,3,4,4,5,5,6,6,7,7,8,8,8-Tridecafluoro-1-iodooct-1-ene